C(C)(C)(C)OC(=O)NC=1C=C(C=C(C1)Cl)/C=C/C(=O)OC methyl (E)-3-(3-((tert-butoxycarbonyl)amino)-5-chlorophenyl)acrylate